C(C=C)(=O)OC(C)CC1=CC=C(C=C1)OC 3-(4-methoxyphenyl)-2-propyl acrylate